tert-butyl-1,4-diazacycloheptane C(C)(C)(C)N1CCNCCC1